FC=1C(=C(C=CC1F)[C@H]1[C@H](O[C@@]([C@H]1C)(C(F)(F)F)C)C(=O)NC1=CC(=NC(=C1)C)C(=O)N)OC 4-[[(2S,3s,4s,5s)-3-(3,4-difluoro-2-methoxy-phenyl)-4,5-dimethyl-5-(trifluoromethyl)tetrahydrofuran-2-carbonyl]amino]-6-methyl-pyridine-2-carboxamide